COC[C@@H]1CN2C(O1)=C(C=N2)[S@](=O)(N)=NC(NC2=C1C(=CC=3CCCC23)C[C@@H]1C)=O (S,2S)-2-(methoxymethyl)-N'-(((S)-2-methyl-2,4,5,6-tetrahydro-1H-cyclobuta[f]inden-3-yl)carbamoyl)-2,3-dihydropyrazolo[5,1-b]oxazole-7-sulfonimidamide